FC=1C=C(C=CC1)C=1N(C(=NN1)SCCCC(=O)O)C1=CC=CC=C1 4-(5-(3-Fluorophenyl)-4-phenyl-4H-1,2,4-triazol-3-ylthio)butanoic acid